C[C@@H]1CCC2=N(C=CC=C21)=O |r| rac-5-methyl-1-oxo-6,7-dihydro-5H-1λ5-cyclopenta[b]pyridine